ClC1=NC=CC(=C1C)C 2-chloro-3,4-dimethylpyridine